(S)-8-(2-amino-6-((R)-2,2,2-trifluoro-1-(4'-propyl-[1,1'-biphenyl]-4-yl)ethoxy)pyrimidin-4-yl)-2,8-diazaspiro[4.5]decane-3-carboxylic acid NC1=NC(=CC(=N1)N1CCC2(C[C@H](NC2)C(=O)O)CC1)O[C@@H](C(F)(F)F)C1=CC=C(C=C1)C1=CC=C(C=C1)CCC